tert-butyl 6-[3-hydroxy-4-[2-(2-methoxyethoxy) phenyl]-6,7-dihydro-5H-cyclopenta[c]pyridin-1-yl]-3,4-dihydro-1H-isoquinoline-2-carboxylate OC1=C(C2=C(C(=N1)C=1C=C3CCN(CC3=CC1)C(=O)OC(C)(C)C)CCC2)C2=C(C=CC=C2)OCCOC